ClC1=C(C(=CC=C1F)Cl)C(C)OC=1C(=NC=C(C1)C1=CC(=CC=C1)OC)N 3-[1-(2,6-dichloro-3-fluoro-phenyl)-ethoxy]-5-(3-methoxy-phenyl)-pyridin-2-ylamine